4a-(2-methoxyphenyl)hexahydro-2H-benzo[b][1,4]oxazin-3(4H)-one COC1=C(C=CC=C1)C12C(OCC(N1)=O)CCCC2